N-((5-Methyl-1,3,4-thiadiazol-2-yl)methyl)-N-(2-methyl-6-(((1S,2S)-2-(5-methylpyridin-2-yl)cyclopropyl)methoxy)pyrimidin-4-yl)-S-phenylthiohydroxylamine CC1=NN=C(S1)CN(SC1=CC=CC=C1)C1=NC(=NC(=C1)OC[C@@H]1[C@H](C1)C1=NC=C(C=C1)C)C